FC(C(C)(C)F)N1N=CC(=C1)C(=O)NC1=C(C=C(C(=C1)C=1C=C(C=2N(C1)C=CN2)N2CCOCC2)C)F 1-(1,2-difluoro-2-methylpropyl)-N-(2-fluoro-4-methyl-5-(8-morpholinylimidazo[1,2-a]pyridin-6-yl)phenyl)-1H-pyrazole-4-carboxamide